tert-butyl 2-(dimethylcarbamoyl)-2,6,7,8-tetrahydro-[1,2,3]triazolo[4,5-c]azepin-5(4H)-carboxylate CN(C(=O)N1N=C2C(CN(CCC2)C(=O)OC(C)(C)C)=N1)C